3-chloro-5-methyl-1,2-benzothiazole 1,1-dioxide ClC1=NS(C2=C1C=C(C=C2)C)(=O)=O